C(#N)C1CN(C1)C(=O)NC=1SC(=C(N1)C1=CC(=CC=C1)C#N)C1=CC(=NC(=C1)C)C 3-cyano-N-[4-(3-cyanophenyl)-5-(2,6-dimethyl-4-pyridyl)thiazol-2-yl]azetidine-1-carboxamide